BrC1=C(C(=C(C=C1)NC(=O)NC1=CC=CC=C1)Br)Br tribromo-bisphenylurea